tert-butyl (2S,4S)-4-(7-bromo-4-chloro-6-fluoro-8-iodo-1H-imidazo[4,5-c]quinolin-1-yl)-2-(cyanomethyl)piperidine-1-carboxylate BrC=1C(=CC=2C3=C(C(=NC2C1F)Cl)N=CN3[C@@H]3C[C@H](N(CC3)C(=O)OC(C)(C)C)CC#N)I